2-(2,3-dichloropyridin-4-yl)-1,5,6,7-tetrahydro-4H-pyrrolo[3,2-c]pyridin-4-one ClC1=NC=CC(=C1Cl)C1=CC=2C(NCCC2N1)=O